(2-chlorophenyl)-acetic acid methyl ester COC(CC1=C(C=CC=C1)Cl)=O